(R)-5-octyl-dihydrofuran-2(3H)-one C(CCCCCCC)[C@@H]1CCC(O1)=O